ClC1=CC=C(CN2C(=NC=3N(C(N(C(C23)=O)CCCO)=O)C)C#CC(C)N2CCCC2)C=C1 7-(4-chlorobenzyl)-1-(3-hydroxypropyl)-3-methyl-8-(3-(pyrrolidin-1-yl)but-1-yn-1-yl)-3,7-dihydro-1H-purine-2,6-dione